2-((2-((2,4-dichloro-5-(2-ethoxy-2-oxoethoxy)phenyl)amino)-2-oxoethyl)thio)acetic acid ClC1=C(C=C(C(=C1)Cl)OCC(=O)OCC)NC(CSCC(=O)O)=O